C(#N)C1=CC(=C(C=C1)COC1=CC=CC(=N1)C1=CC(=C(C=C1F)CC=1N(C2=C(N1)C(=CC(=C2)C(=O)O)C2=NC=CC=C2)CCOC)F)F 2-[[4-[6-[(4-cyano-2-fluoro-phenyl)methoxy]-2-pyridyl]-2,5-difluoro-phenyl]methyl]-3-(2-methoxyethyl)-7-(2-pyridyl)benzimidazole-5-carboxylic acid